C(C)OC(=O)C1C(NC2=CC(=CN=C2C1=O)Br)=O.OC[C@]1(N2CCC(C1=O)(CC2)C)CNC (1S,2R,4S)-2-(hydroxymethyl)-4-methyl-2-((methylamino)methyl)quinuclidin-3-one ethyl-7-bromo-2,4-dioxo-1,2,3,4-tetrahydro-1,5-naphthyridine-3-carboxylate